3-methyl-1-(2-acetoxyethyl)-3-(N,N-dimethylaminosulfonylmethyl)-2-oxo-indole CC1(C(N(C2=CC=CC=C12)CCOC(C)=O)=O)CS(=O)(=O)N(C)C